C(C)(=O)C=1C(=CC(=C(C1)C1=NC=C(C2=C1C(=NO2)N)C=2C=NN(C2)C(=O)OC)F)N methyl 4-(4-(5-acetyl-4-amino-2-fluorophenyl)-3-aminoisoxazolo(4,5-c)pyridin-7-yl)-1H-pyrazole-1-carboxylate